N-(2-(3-hydroxy-2-methyl-4-oxo-pyridyl)ethyl)-4-(3,5-dichlorobenzyloxy)phthalimide OC1C(=NC=C(C1=O)CCN1C(C=2C(C1=O)=CC(=CC2)OCC2=CC(=CC(=C2)Cl)Cl)=O)C